C(C)(C)(C)OC=1C=C2CCC=C(C2=CC1)OS(=O)(=O)C(F)(F)F trifluoromethanesulfonic acid (6-tert-butoxy-3,4-dihydronaphthalen-1-yl) ester